(5-bromo-3-ethylsulfanyl-2-pyridyl)-tributyl-stannane BrC=1C=C(C(=NC1)[Sn](CCCC)(CCCC)CCCC)SCC